(S)-2,4-diamino-6-((1-(4-chloro-1-(m-tolyl)-1H-pyrrolo[2,3-b]pyridin-3-yl)ethyl)amino)pyrimidine-5-carbonitrile NC1=NC(=C(C(=N1)N)C#N)N[C@@H](C)C1=CN(C2=NC=CC(=C21)Cl)C=2C=C(C=CC2)C